6-(((4-((3-chloro-4-fluorophenyl)amino)-7-(((S)-tetrahydrofuran-3-yl)oxy)quinazolin-6-yl)amino)methyl)-2-(2,6-dioxopiperidin-3-yl)-4-fluoroisoindoline-1,3-dione ClC=1C=C(C=CC1F)NC1=NC=NC2=CC(=C(C=C12)NCC1=CC(=C2C(N(C(C2=C1)=O)C1C(NC(CC1)=O)=O)=O)F)O[C@@H]1COCC1